O(C1=CC=C(C(=O)NC2=C(C=C(C=C2)[N+](=O)[O-])O)C=C1)C1=CC=C(C(=O)NC2=C(C=C(C=C2)[N+](=O)[O-])O)C=C1 4,4'-oxybis(N-(2-hydroxy-4-nitrophenyl)benzamide)